t-amylperoxy 3,5,5-trimethylhexanoate CC(CC(=O)OOOC(C)(C)CC)CC(C)(C)C